(2,6-difluorophenyl)(methyl)((4-(5-(trifluoromethyl)-1,2,4-oxadiazol-3-yl)phenyl)imino)-λ6-sulfanone FC1=C(C(=CC=C1)F)S(=O)(=NC1=CC=C(C=C1)C1=NOC(=N1)C(F)(F)F)C